((2-bromo-5-(tetrahydrofuran-3-yl)thiazol-4-yl)methyl)(methyl)carbamic acid tert-butyl ester C(C)(C)(C)OC(N(C)CC=1N=C(SC1C1COCC1)Br)=O